CN1N=CC(=C1)C=1C=CC=2N(C1)N=CC2N2CCN(CC2)C2=NC=C(C=N2)C(=O)C2=CC=CC=C2 (2-{4-[6-(1-methyl-1H-pyrazol-4-yl)pyrazolo[1,5-a]pyridin-3-yl]piperazin-1-yl}pyrimidin-5-yl)(phenyl)methanone